FC=1C=C2C(=C(/C(/C2=CC1)=C/C1=CC=C(C=C1)N1CCOCC1)C)CC(=O)O 2-[(1Z)-5-fluoro-2-methyl-1-{[4-(morpholin-4-yl)phenyl]methylene}-1H-inden-3-yl]acetic acid